ClC1=NC=C2C=C(C=NC2=C1)C=1C=NC(=CC1C)C1=NN(C=C1)CC1=CC=C(C=C1)OC 7-chloro-3-(6-(1-(4-methoxybenzyl)-1H-pyrazol-3-yl)-4-methylpyridin-3-yl)-1,6-naphthyridine